FC(C(=O)[O-])(F)F.CC1(C=NC2=[N+](C=CC=C21)C)C 3,3,7-trimethyl-3H-pyrrolo[2,3-b]pyridin-7-ium 2,2,2-trifluoroacetate